C(=O)O.C(C)OC1=NC=CC=C1C1=NC(=C(C=C1)OC1CC2(CN(C2)C2=C(C(=O)OC)C=C(C=C2)F)C1)C(N[C@H]1CNCC1)=O methyl (R)-2-(6-((2'-ethoxy-6-(pyrrolidin-3-ylcarbamoyl)-[2,3'-bipyridin]-5-yl)oxy)-2-azaspiro[3.3]heptan-2-yl)-5-fluorobenzoate formate